N1C=C(C=2C1=CN=CC2)C=2C=C1C(=NC2)N(CC12CC2)C(=O)OC(C)(C)C tert-Butyl 5-(1H-pyrrolo[2,3-c]pyridin-3-yl)spiro[2H-pyrrolo[2,3-b]pyridine-3,1'-cyclopropane]-1-carboxylate